6-isopropyl-8-(2-methylcyclopentyl)-7-oxo-7,8-dihydropyrido[2,3-d]pyrimidine C(C)(C)C1=CC2=C(N=CN=C2)N(C1=O)C1C(CCC1)C